Imino-dimethyl-lambda4-Sulfane N=S(C)C